C(C(=C)C)(=O)OCCCCCCCCCCC(C)C Isotridecyl methacrylate